1-(4-(Benzyloxy)cyclohexyl)-6-((4-methoxy-2-methylphenyl)amino)-3-methyl-1,3-dihydro-2H-imidazo[4,5-c]pyridin-2-one C(C1=CC=CC=C1)OC1CCC(CC1)N1C(N(C=2C=NC(=CC21)NC2=C(C=C(C=C2)OC)C)C)=O